C(#N)N[C@H]1C[C@H](C1)C(=O)NC=1SC(=CN1)C1=CC=CC=C1 cis-3-(cyanoamino)-N-(5-phenyl-1,3-thiazol-2-yl)cyclobutane-1-carboxamide